BrC1=CC=C(C(=N1)C(C(=O)OCC)C(=O)OCC)F diethyl 2-(6-bromo-3-fluoropyridin-2-yl)malonate